4-[2-cyclopropyl-6-(4,5-difluoro-6-{[(2-methoxyethyl)amino]methyl}-1-oxo-3H-isoindol-2-yl)pyridin-4-yl]-3-(4-methyl-1,2,4-triazol-3-yl)benzonitrile C1(CC1)C1=NC(=CC(=C1)C1=C(C=C(C#N)C=C1)C1=NN=CN1C)N1C(C2=CC(=C(C(=C2C1)F)F)CNCCOC)=O